2,6-di-tert-butyl-hydroquinoneethanol C(C)(C)(C)C1(C(O)C(=CC(=C1)O)C(C)(C)C)CCO